5-acetyl-N,1-bis(2,5-dichlorophenyl)-2-methyl-6-oxo-1,6-dihydropyridine-3-carboxamide C(C)(=O)C1=CC(=C(N(C1=O)C1=C(C=CC(=C1)Cl)Cl)C)C(=O)NC1=C(C=CC(=C1)Cl)Cl